ethyl 5-amino-3-(methylthio)-1,2,4-triazine-6-carboxylate NC=1N=C(N=NC1C(=O)OCC)SC